C(C)(C)OP(OC(C)C)(=O)C#CP(OC(C)C)(OC(C)C)=O tetraisopropylacetylene-1,2-diylbis(phosphonate)